O1N=NC(C(C1=O)=O)=O Oxadiazinetrion